COC[C@H]1NC2(CN(C2)C(=O)OC(C)(C)C)CNC1 tert-butyl (S)-6-(methoxymethyl)-2,5,8-triazaspiro[3.5]nonane-2-carboxylate